4-((4-methylpiperazin-1-yl)methyl)-N-(3-chloro-4-((6-chloropyridin-2-yl)methoxy)phenyl)benzamide CN1CCN(CC1)CC1=CC=C(C(=O)NC2=CC(=C(C=C2)OCC2=NC(=CC=C2)Cl)Cl)C=C1